cerium-tungsten oxide [W]=O.[Ce]